C(=O)O.FC1=C(C=C(C=C1)F)[C@@H]1N(CCC1)C1=NC=2N(C=C1)N=CC2C(CCCCCCCCCN2CCC(CC2)C2=CC=C(NC1C(NC(CC1)=O)=O)C=C2)=O 3-[4-[1-[10-[5-[(2R)-2-(2,5-difluorophenyl)pyrrolidin-1-yl]pyrazolo[1,5-a]pyrimidin-3-yl]-10-oxo-decyl]-4-piperidyl]anilino]piperidine-2,6-dione formate